2-(aminomethyl)-3-(4-fluorophenyl)propionic acid methyl ester COC(C(CC1=CC=C(C=C1)F)CN)=O